(S)-4-(7-fluoroimidazo[1,2-a]pyridin-3-yl)-7-((5-(2-(2-hydroxy-propan-2-yl)morpholino)pyridin-2-yl)amino)isoindolin-1-one FC1=CC=2N(C=C1)C(=CN2)C2=C1CNC(C1=C(C=C2)NC2=NC=C(C=C2)N2C[C@H](OCC2)C(C)(C)O)=O